tert-butyl (1R,5S)-8-benzyl-3,8-diazabicyclo[3.2.1]octane-3-carboxylate C(C1=CC=CC=C1)N1[C@H]2CN(C[C@@H]1CC2)C(=O)OC(C)(C)C